N'-[5-bromo-2-methyl-6-(1-methyl-2-propoxyethoxy)-3-pyridinylethoxy]-N-ethyl-N-methyl-formamidine BrC=1C=C(C(=NC1OC(COCCC)C)C)CCON=CN(C)CC